3-[3-fluoro-4-[4-(4-piperidinyl)-1-piperidinyl]anilino]piperidine-2,6-dione HCl Cl.FC=1C=C(NC2C(NC(CC2)=O)=O)C=CC1N1CCC(CC1)C1CCNCC1